ClC1=NC(=C2N=CN(C2=N1)C(C)C)NCC1=C(C=CC=C1)C1CCC(CC1)O 4-(2-{[(2-chloro-9-isopropylpurin-6-yl)amino]methyl}phenyl)cyclohexan-1-ol